2-(5-(1-((methylamino)methyl)cyclopropyl)-1,3,4-oxadiazol-2-yl)-N-(4-(trifluoromethyl)phenyl)aniline CNCC1(CC1)C1=NN=C(O1)C1=C(NC2=CC=C(C=C2)C(F)(F)F)C=CC=C1